C(C)N1C(=CC=C1)C(\C=C\C=1OC=CC1)=O (E)-1-(N-ethyl-pyrrol-2-yl)-3-(furan-2-yl)prop-2-en-1-one